FC=1C=C(C=CC1)C=1C=CC(=NC1)CC=1OC=C(N1)C(=O)O 2-((5-(3-fluorophenyl)pyridin-2-yl)methyl)oxazole-4-carboxylic acid